COCCOCCNC(=O)N1CCNCC1 N-(2-(2-methoxyethoxy)ethyl)piperazine-1-carboxamide